(2s,4s)-4-(m-tolyl)pyrrolidine-1,2-dicarboxylic acid 1-(tert-butyl) ester 2-methyl ester COC(=O)[C@H]1N(C[C@@H](C1)C=1C=C(C=CC1)C)C(=O)OC(C)(C)C